4-[4-[(E)-3-[4-(Trifluoromethyl)phenyl]prop-2-enoyl]phenoxy]butanoic acid FC(C1=CC=C(C=C1)/C=C/C(=O)C1=CC=C(OCCCC(=O)O)C=C1)(F)F